3a-(1-(4-fluorophenyl)-6-methyl-1H-indazol-5-yl)-5-hydroxy-5-phenylhexahydrocyclopenta[c]pyrrole-2(1H)-carboxylic acid tert-butyl ester C(C)(C)(C)OC(=O)N1CC2C(C1)(CC(C2)(C2=CC=CC=C2)O)C=2C=C1C=NN(C1=CC2C)C2=CC=C(C=C2)F